C(C)(C)(C)OC(=O)N1C[C@H](N(CC1)CC(C=1N=NC(=CC1)C(F)(F)F)O)CO.COCCOC=1C=C(NCCCC[Si](OCC)(OCC)OCC)C=CC1OCCOC 3,4-bis(2-methoxyethoxy)-N-(4-(triethoxysilyl)butyl)aniline tert-butyl-(3S)-4-(2-hydroxy-2-(6-(trifluoromethyl)pyridazin-3-yl)ethyl)-3-(hydroxymethyl)piperazine-1-carboxylate